COC1=CC=C(C=C1)P(C1=CC=C(C=C1)OC)(C1=CC=C(C=C1)OC)=O tris-(4-methoxyphenyl)phosphine oxide